C(#N)C1=CC(=CC=2N=C(OC21)C=2C(=C(C=CC2)C2=C(C(=CC=C2)NC=2N=CC=C1C=C(C=NC21)CN2C[C@@H](CC2)C)C)C)CN[C@H](CO)C (R)-1-((8-(3'-(7-Cyano-5-(((S)-1-hydroxypropan-2-ylamino)methyl)benzo[d]oxazol-2-yl)-2,2'-dimethylbiphenyl-3-ylamino)-1,7-naphthyridin-3-yl)methyl)-3-methylpyrrolidin